1(R)-[2-(2,5-Dichlorobenzamido)acetamido]-3-methylbutylboronic acid ClC1=C(C(=O)NCC(=O)N[C@@H](CC(C)C)B(O)O)C=C(C=C1)Cl